1-chloronaphthalene ClC1=CC=CC2=CC=CC=C12